(1R*,2R*)-2-((3-((1-(4-chlorophenyl)-2-oxo-2-(6-(trifluoromethoxy)indolin-1-yl)ethyl)amino)-5-methoxyphenoxy)methyl)-2-fluorocyclopropanecarboxylic acid ClC1=CC=C(C=C1)C(C(N1CCC2=CC=C(C=C12)OC(F)(F)F)=O)NC=1C=C(OC[C@@]2([C@H](C2)C(=O)O)F)C=C(C1)OC |o1:30,31|